3-(1-Oxo-5-(3-(pyridin-2-yl)-1H-pyrazol-4-yl)isoindolin-2-yl)piperidine-2,6-dione O=C1N(CC2=CC(=CC=C12)C=1C(=NNC1)C1=NC=CC=C1)C1C(NC(CC1)=O)=O